ClC=1C=NN(C(C1Cl)=O)CC(=O)NC1=NC(=C(C=C1)C)S(NCCC1=CC=CC=C1)(=O)=O 2-(4,5-dichloro-6-oxo-pyridazin-1-yl)-N-[5-methyl-6-(2-phenylethylsulfamoyl)-2-pyridyl]acetamide